1-vinyl-2-azabicyclo[2.1.1]Hexane-2-carboxylic acid tert-butyl ester C(C)(C)(C)OC(=O)N1C2(CC(C1)C2)C=C